C12(CCC(C1)C2)C(=O)N bicyclo[2.1.1]hexane-1-carboxamide